C(C1=CC=CC=C1)OC1=C(C(=C(C(=O)O)C=C1F)F)F 4-(benzyloxy)-2,3,5-trifluoro-benzoic acid